(4,4-difluoro-1-piperidinyl)(2-(2-methyl-2H-pyrazolo[3,4-b]pyridin-5-yl)-3-phenylpyrido[3,4-b]pyrazin-7-yl)methanone FC1(CCN(CC1)C(=O)C1=CC=2C(=NC(=C(N2)C2=CC=3C(N=C2)=NN(C3)C)C3=CC=CC=C3)C=N1)F